4-(5-cyano-2-methoxyphenyl)-N-(5-(6-(difluoromethyl)picolinoyl)-5,6-dihydro-4H-pyrrolo[3,4-d]thiazol-2-yl)-6-methylnicotinamide C(#N)C=1C=CC(=C(C1)C1=CC(=NC=C1C(=O)NC=1SC2=C(N1)CN(C2)C(C2=NC(=CC=C2)C(F)F)=O)C)OC